(S)-5-(2,4-difluoro-5-methylphenyl)-N-(pyrrolidin-3-yl)imidazo[1,2-a]pyrazin-8-amine FC1=C(C=C(C(=C1)F)C)C1=CN=C(C=2N1C=CN2)N[C@@H]2CNCC2